NC1=C(C=C(C=C1)C1=NN(C2=NC=NC(=C21)N)C2COCCC2)F 3-(4-amino-3-fluorophenyl)-1-(tetrahydro-2H-pyran-3-yl)-1H-pyrazolo[3,4-d]pyrimidin-4-amine